O1CCC(CC1)CC1=C(C=CC=C1)C1CCN(CC1)[C@H]1CC2(CN(C2)C=2OC=NN2)CC1 (R)-2-(6-(4-(2-((tetrahydro-2H-pyran-4-yl)methyl)phenyl)piperidin-1-yl)-2-azaspiro[3.4]octan-2-yl)-1,3,4-oxadiazole